C(C)(C)C=1C(=NNC1C=1C=C(C=2N(C1)N=CN2)C)C2=CC=C(C=C2)[C@H](C)N(C(=O)[C@H]2NCC2)C (S)-N-((S)-1-(4-(4-isopropyl-5-(8-methyl-[1,2,4]triazolo[1,5-a]pyridin-6-yl)-1H-pyrazol-3-yl)phenyl)ethyl)-N-methylazetidine-2-carboxamide